C1(CC1)C1=C(C(=NO1)C1=C(C=CC=C1Cl)Cl)CO[C@H]1[C@@H]2CN([C@H](C1)C2)C2=CC(=C(C(=O)NCCS(=O)(=O)C)C=C2)F 4-[(1S,4S,5R)-5-{[5-cyclopropyl-3-(2,6-dichlorophenyl)-1,2-oxazol-4-yl]methoxy}-2-azabicyclo[2.2.1]heptan-2-yl]-2-fluoro-N-(2-methanesulfonylethyl)benzamide